N,N-dimethylhydroxyacetamide CN(C(CO)=O)C